CN(C)C=C1C(CC(CC1=O)C1=CNC2=CC=C(C=C12)C)=O 2-((dimethylamino)methylene)-5-(5-methyl-1H-indol-3-yl)cyclohexane-1,3-dione